(1R,2R)-2-((6-chloro-5-methylpyridazin-3-yl)amino)cyclohexan-1-ol ClC1=C(C=C(N=N1)N[C@H]1[C@@H](CCCC1)O)C